[NH4+].P(=O)(OCCN(CC1=CC(=CC=C1)O)C(CCC1=CC(=CC=C1)OCCCCCCCCCC)=O)(O)O 2-[{3-[3-(Decyloxy)phenyl]propanoyl} (3-hydroxybenzyl)amino]ethyl dihydrogen phosphate ammonium salt